OC1=CC=C2C(CC(OC2=C1)(C1=CC=CC=C1)O)=O 7,2-dihydroxyflavone